ClC1=NC=C(C(=C1)C1=C(C=NC(=C1)C)C(=O)NC=1SC(=NN1)OCCC)OC 2'-chloro-5'-methoxy-6-methyl-N-(5-propoxy-1,3,4-thiadiazol-2-yl)-(4,4'-bipyridine)-3-carboxamide